18-(eicosa-11-enoyloxy)-octadecanoic acid C(CCCCCCCCCC=CCCCCCCCC)(=O)OCCCCCCCCCCCCCCCCCC(=O)O